ClC1=C2C(=CC=NC2=C(C(=C1)[N+](=O)[O-])O)N1CCN(CC1)C(=O)OC(C)C Isopropyl 4-(5-chloro-8-hydroxy-7-nitroquinolin-4-yl)piperazine-1-carboxylate